(5,6-dimethyl-3-pyridyl)-2-[(2R,5S)-2-(1H-indazol-5-yl)-5-methyl-1-piperidyl]-2-oxo-acetamide CC=1C=C(C=NC1C)NC(C(=O)N1[C@H](CC[C@@H](C1)C)C=1C=C2C=NNC2=CC1)=O